C(C)(C)(C)OC(NC1CCC(CC1)CC#N)=O ((1s,4s)-4-(cyanomethyl)cyclohexyl)carbamic acid tert-butyl ester